7-amino-1-methylpyrido[2,3-d]pyrimidin-4(1H)-one NC=1C=CC2=C(N(C=NC2=O)C)N1